(7R,14R)-1-(azetidin-3-ylethynyl)-6-(methyl-d3)-5-oxo-5,6,7,14-tetrahydro-7,14-methanobenzo[f]benzo[4,5]imidazo[1,2-a][1,4]diazocine-11-carbonitrile N1CC(C1)C#CC1=CC=CC=2C(N([C@H]3C=4N([C@@H](C21)C3)C3=C(N4)C=CC(=C3)C#N)C([2H])([2H])[2H])=O